Cl.N[C@H](C(=O)NC=1C=NC(=CC1)SCC1=CC=CC=C1)CC1=CC=CC=C1 (S)-2-amino-N-(6-(benzylthio)pyridin-3-yl)-3-phenylpropanamide hydrochloride